C1(CC1)C=1N=CN2C1CN(CC1=C2C=C(C(=C1)F)C(=O)NC1=NC(=CC=C1)C1=NN=CN1C(C)C)C(=O)C1=NN(C=C1)C 3-cyclopropyl-8-fluoro-N-[6-(4-isopropyl-4H-1,2,4-triazol-3-yl)pyridin-2-yl]-5-(1-methyl-1H-pyrazole-3-carbonyl)-5,6-dihydro-4H-benzo[f]imidazo[1,5-a][1,4]diazepine-9-carboxamide